N1C=NC2=C1C=CC(=C2)N2C(NCC2C2=C(C=CC=C2F)F)=O 1-(1H-Benzo[d]imidazol-5-yl)-5-(2,6-difluorophenyl)imidazolidin-2-on